[5-(2H-1,2,3-triazol-2-yl)pyridin-3-yl]methanol N=1N(N=CC1)C=1C=C(C=NC1)CO